(n-butyl)-3-aminopropyltrimethoxysilane C(CCC)CO[Si](OC)(OC)CCCN